(8-amino-7-iodo-6-(4-methylpyridin-3-yl)isoquinolin-3-yl)-3-methylurea NC=1C(=C(C=C2C=C(N=CC12)NC(=O)NC)C=1C=NC=CC1C)I